(2R,3S,4S,5R)-3-(3,4-difluoro-2-(oxetan-3-ylmethoxy)phenyl)-N-(6-(hydroxymethyl)pyridin-3-yl)-4,5-dimethyl-5-(trifluoromethyl)tetrahydrofuran-2-carboxamide FC=1C(=C(C=CC1F)[C@H]1[C@@H](O[C@]([C@H]1C)(C(F)(F)F)C)C(=O)NC=1C=NC(=CC1)CO)OCC1COC1